alpha-hydroxystearic acid OC(C(=O)O)CCCCCCCCCCCCCCCC